1-(7-(5,6-dimethyl-1-(tetrahydro-2H-pyran-2-yl)-1H-indazol-4-yl)-8-fluoro-2-((tetrahydro-1H-pyrrolizin-7a(5H)-yl)methoxy)pyrido[4,3-d]pyrimidin-4-yl)-3-methylpiperidin-3-ol CC=1C(=C2C=NN(C2=CC1C)C1OCCCC1)C1=C(C=2N=C(N=C(C2C=N1)N1CC(CCC1)(O)C)OCC12CCCN2CCC1)F